6-(6-(tert-butyl)-imidazo[1,2-a]pyridin-3-yl)-N-((3S,4S)-4-methoxypyrrolidin-3-yl)pyridin-2-amine C(C)(C)(C)C=1C=CC=2N(C1)C(=CN2)C2=CC=CC(=N2)N[C@H]2CNC[C@@H]2OC